(2S,4R)-N-[(2R)-2-amino-3-[[4-[[3-[4-(cyanomethoxy)-2,3-difluoro-phenyl]imidazo[1,2-a]pyrazin-8-yl]amino]-2-methyl-benzoyl]amino]propyl]-4-hydroxy-pyrrolidine-2-carboxamide N[C@@H](CNC(=O)[C@H]1NC[C@@H](C1)O)CNC(C1=C(C=C(C=C1)NC=1C=2N(C=CN1)C(=CN2)C2=C(C(=C(C=C2)OCC#N)F)F)C)=O